FC1=CC=C(C=C1)N1C(N(C=CC1=O)C(C)C)=O 3-(4-fluorophenyl)-1-isopropyl-2,4-dioxo-pyrimidine